C1(CC1)C1=NC(=NN1CC12CC(C1)(C2)C(=O)N2N=CCC2C2=CC(=CC(=C2)F)F)C#N 5-cyclopropyl-1-((3-(5-(3,5-difluorophenyl)-4,5-dihydro-1H-pyrazole-1-carbonyl)-bicyclo[1.1.1]pentan-1-yl)-methyl)-1H-1,2,4-triazole-3-carbonitrile